FC(C1=NC=CC(=C1)C1=NOC(=N1)[C@H](C)NC(=O)C1C2CCC(C1)CC2)(F)F N-((S)-1-(3-(2-(trifluoromethyl)pyridin-4-yl)-1,2,4-oxadiazol-5-yl)ethyl)bicyclo[2.2.2]octane-2-carboxamide